3,4-dihydrodibenzo[b,d]furan-1(2H)-one C1(CCCC=2OC3=C(C21)C=CC=C3)=O